OCCCNCCCCCOC(C=C(CCCCCCCCCC)CCCC)=O 5-(3-hydroxypropylamino)-pentyl-3-butyltridec-2-enoate